(R)-6-((2-(3-Amino-4,4-difluoropiperidin-1-yl)-6-chloro-1H-benzo[d]imidazol-1-yl)methyl)nicotinonitril N[C@@H]1CN(CCC1(F)F)C1=NC2=C(N1CC1=NC=C(C#N)C=C1)C=C(C=C2)Cl